OCC1CNC1 3-(hydroxymethyl)azetidin